ClC=1C(=CC=C2N=CC(=NC12)C=1C=NN(C1)C1C2CN(C(C1)C2)C)OC=2C=CC1=C(NC(=N1)C)C2 8-chloro-7-((2-methyl-1H-benzo[d]imidazol-6-yl)oxy)-2-(1-(2-methyl-2-azabicyclo[2.2.1]heptan-5-yl)-1H-pyrazol-4-yl)quinoxaline